ethyl 2-(4-bromophenyl)-2-fluoro-propionate BrC1=CC=C(C=C1)C(C(=O)OCC)(C)F